3-((6-chloro-1H-pyrazolo[3,4-d]pyrimidin-4-yl)aminopiperidin-1-yl)prop-2-en-1-one ClC1=NC(=C2C(=N1)NN=C2)NC2N(CCCC2)C=CC=O